5-(3-chlorophenyl)-indole-3-acetic Acid Ethyl Ester C(C)OC(CC1=CNC2=CC=C(C=C12)C1=CC(=CC=C1)Cl)=O